(R)-N-(4-(3-((5-bromo-4-methoxypyrimidin-2-yl)amino)pyrrolidine-1-carbonyl)phenyl)propionamide BrC=1C(=NC(=NC1)N[C@H]1CN(CC1)C(=O)C1=CC=C(C=C1)NC(CC)=O)OC